(R)-4-(2-((5-methoxy-7-methyl-1H-indol-4-yl)methyl)-2-azaspiro[3.4]oct-1-yl)benzoic acid COC=1C(=C2C=CNC2=C(C1)C)CN1[C@@H](C2(C1)CCCC2)C2=CC=C(C(=O)O)C=C2